C[SiH](O[Si](OC)(OC)OC)OC methyl-tetramethoxydisiloxane